N-(3,3-difluoro-1-methylcyclobutyl)-2-oxo-2-((4R,5S)-3,3,7,7-tetrafluoro-4-hydroxy-1-azaspiro[4.4]nonan-1-yl)acetamide FC1(CC(C1)(C)NC(C(N1CC([C@@H]([C@]12CC(CC2)(F)F)O)(F)F)=O)=O)F